(4-(methylthio)phenyl)methanol CSC1=CC=C(C=C1)CO